N-(((1r,4r)-4-aminocyclohexyl)methyl)-3-fluoro-4-(2,2,6,6-tetramethylmorpholino)aniline NC1CCC(CC1)CNC1=CC(=C(C=C1)N1CC(OC(C1)(C)C)(C)C)F